FC1=C(C(=CC(=C1)C#CC1=CC=CC=C1)F)N1C(N([C@@]2(CC1=O)C=1C=NNC1CCC2)C)=O (4S)-3'-[2,6-Difluoro-4-(2-phenylethynyl)phenyl]-1'-methyl-spiro[1,5,6,7-tetrahydroindazole-4,6'-hexahydropyrimidine]-2',4'-dione